COC1=CC=C(C=N1)C(CC(=O)O)N1N=CC2=NC(=CC=C21)CCCC2=NC=1NCCCC1C=C2 3-(6-methoxypyridin-3-yl)-3-(5-(3-(5,6,7,8-tetrahydro-1,8-naphthyridin-2-yl)propyl)-1H-pyrazolo[4,3-b]pyridin-1-yl)propionic acid